4-[5,6-Dihydro-2-(6-methyl-2-pyridinyl)-4H-pyrrolo[1,2-b]pyrazol-3-yl]-6-quinolinecarboxamide CC1=CC=CC(=N1)C=1C(=C2N(N1)CCC2)C2=CC=NC1=CC=C(C=C21)C(=O)N